(±)-Trans-ethyl 3-((tert-butyldimethylsilyl)oxy)-1-methylcyclohexanecarboxylate [Si](C)(C)(C(C)(C)C)O[C@@H]1C[C@](CCC1)(C(=O)OCC)C |r|